C(C(C)C)C1=CC(=C(C#N)C=C1)N1CCN(CC1)CC=1N=NC=CC1 4-isobutyl-2-(4-(pyridazin-3-ylmethyl)piperazin-1-yl)benzonitrile